C1(CCCCC1)NC([C@@H](C(C)C)NC(C[C@H]1N(C(CC1)=O)CC1=C(C(=CC=C1)F)F)=O)=O |o1:8| (R*)-N-Cyclohexyl-2-(2-((S)-1-(2,3-difluorobenzyl)-5-oxopyrrolidin-2-yl)acetamido)-3-methylbutanamide